C(#N)C=1C(=CC(=C(C1)NC(=O)C=1C=NN(C1C(F)(F)F)C1=C2C=CNC(C2=CC=C1)=O)C)N1N=CC=N1 N-(5-cyano-2-methyl-4-(2H-1,2,3-triazol-2-yl)phenyl)-1-(1-oxo-1,2-dihydroisoquinolin-5-yl)-5-(trifluoromethyl)-1H-pyrazole-4-carboxamide